FC=1C=C2CC(CC2=CC1F)NC1=NC=C(C=N1)C=1OC(=NN1)N1CC(C1)(C=1N=NNC1)C N-(5,6-difluoro-2,3-dihydro-1H-inden-2-yl)-5-(5-(3-methyl-3-(1H-1,2,3-triazol-4-yl)azetidin-1-yl)-1,3,4-oxadiazol-2-yl)pyrimidin-2-amine